furfural sodium bisulphite S([O-])(O)=O.[Na+].C(C1=CC=CO1)=O